3-(5-(4-((1H-pyrazol-1-yl)methyl)pyridin-2-yl)-1-oxoisoindolin-2-yl)piperidine-2,6-dione N1(N=CC=C1)CC1=CC(=NC=C1)C=1C=C2CN(C(C2=CC1)=O)C1C(NC(CC1)=O)=O